Ethyl 2-(isobutyl(4-methyl-4'-(2-(4-methylpiperazin-1-yl)ethyl)-[1,1'-biphenyl]-3-yl)amino)thiazole-4-carboxylate C(C(C)C)N(C=1SC=C(N1)C(=O)OCC)C=1C=C(C=CC1C)C1=CC=C(C=C1)CCN1CCN(CC1)C